C(C)(C)(C)OC(=O)N1CC(CCC1)C1=CC=C(C(=O)O)C=C1 4-(1-(tert-Butoxycarbonyl)piperidin-3-yl)benzoic acid